4-((10-bromoanthracen-9-yl)ethynyl)-2,5-bis(hexyloxy)benzaldehyde BrC1=C2C=CC=CC2=C(C2=CC=CC=C12)C#CC1=CC(=C(C=O)C=C1OCCCCCC)OCCCCCC